C1(=CC=C(C=C1)NC=1C(=CC=CC1)C1=CC=C(C=C1)C1=CC=CC=C1)C1=CC=CC=C1 N-([1,1'-biphenyl]-4-yl)-[1,1':4',1''-terphenyl]-2-amine